tert-butyl 4-[4-(3-cyano-4-hydroxy-pyrazolo[1,5-a]pyridin-6-yl)phenyl]piperazine-1-carboxylate C(#N)C=1C=NN2C1C(=CC(=C2)C2=CC=C(C=C2)N2CCN(CC2)C(=O)OC(C)(C)C)O